OCCOC1CCN(CC1)C(=O)C1=NN(C=2CCCCC12)CC(=O)N1CCC(CC1)OC1=C(C=CC=C1)C 2-(3-(4-(2-hydroxyethoxy)piperidine-1-carbonyl)-4,5,6,7-tetrahydro-1H-indazol-1-yl)-1-(4-(o-tolyloxy)piperidin-1-yl)ethanone